Cl.FC1=CC=C(C=C1)C1=C(COC2=CC=C(C=C12)OCCC(=O)O)CN1CCCC1 3-((4-(4-fluorophenyl)-3-(pyrrolidin-1-ylmethyl)-2H-chromen-6-yl)oxy)propanoic acid hydrochloride